1-[4-(di-tert-butylsilyl)phenyl]-1-phenylethene C(C)(C)(C)[SiH](C1=CC=C(C=C1)C(=C)C1=CC=CC=C1)C(C)(C)C